C1(CC1)C1=CC(=NN1)NC(C(C)C=1C=NN(C1)C=1N=C(SC1)C)=O N-(5-cyclopropyl-1H-pyrazol-3-yl)-2-[1-(2-methyl-1,3-thiazol-4-yl)-1H-pyrazol-4-yl]propanamide